9-(benzyloxy)-2-methyl-2-nonene C(C1=CC=CC=C1)OCCCCCCC=C(C)C